ClC1=C(C=CC=C1Cl)C1=NC=C2N1C=CN=C2N2CCC1(CC2)CC=2C(=NC=C(C2)C)C1N 1'-(3-(2,3-dichlorophenyl)imidazo[1,5-a]pyrazin-8-yl)-3-methyl-5,7-dihydrospiro[cyclopenta[b]pyridine-6,4'-piperidine]-7-amine